ClC=1C(N(N=CC1Cl)CC(=O)C1=C(C=C(C=C1)Cl)Cl)=O 4,5-dichloro-2-[2-(2,4-dichlorophenyl)-2-oxo-ethyl]pyridazin-3-one